NC1=NC=CC=C1C1=NC=2C(=NC(=CC2)SC)N1C1=CC=C(C(=O)OC)C=C1 methyl 4-(2-(2-aminopyridin-3-yl)-5-(methylthio)-3H-imidazo[4,5-b]pyridin-3-yl)benzoate